C(C1=CC=CC=C1)OC[C@]1(NCCC1)C(=O)OC Methyl (S)-2-((benzyloxy)methyl)pyrrolidine-2-carboxylate